BrC1=CC=C(C=C1)SCC1CCC2(OCCO2)CC1 8-(((4-bromophenyl)thio)methyl)-1,4-dioxaspiro[4.5]decane